((S*)-2-methylpropane-1,3-diyl)dicarbamate CC(CNC([O-])=O)CNC([O-])=O